C(=CC)N1CCC(CC1)OC=1C=C2C(=C(C=NC2=CC1OC)C#N)NC1=C(C(=C(C=C1)Cl)Cl)F 6-((1-Propenylpiperidin-4-yl)oxy)-4-((3,4-dichloro-2-fluorophenyl)amino)-7-methoxy-quinoline-3-carbonitrile